1,3,5-Tris(3,5-di-tert-butyl-4-hydroxybenzyl)-s-triazine-2,4,6(1H,3H,5H)trione C(C)(C)(C)C=1C=C(CN2C(N(C(N(C2=O)CC2=CC(=C(C(=C2)C(C)(C)C)O)C(C)(C)C)=O)CC2=CC(=C(C(=C2)C(C)(C)C)O)C(C)(C)C)=O)C=C(C1O)C(C)(C)C